(2-chloropyrimidin-4-yl)zinc(II) ClC1=NC=CC(=N1)[Zn+]